N-(2-Fluoro-2-methylpropyl)-5-(8-fluoroimidazo[1,2-a]pyridin-6-yl)-7H-pyrrolo[2,3-d]pyrimidin-2-amine FC(CNC=1N=CC2=C(N1)NC=C2C=2C=C(C=1N(C2)C=CN1)F)(C)C